N-(5-(Ethylthio)-1,3,4-thiadiazol-2-yl)-2-((1-cyclohexyl-4-oxo-4,5-dihydro-1H-pyrazolo[3,4-d]pyrimidin-6-yl)thio)acetamid C(C)SC1=NN=C(S1)NC(CSC=1NC(C2=C(N1)N(N=C2)C2CCCCC2)=O)=O